2-(6-fluoro-8-(5-(((5-fluoro-2,3-dihydrobenzofuran-4-yl)methyl)amino)-[1,2,4]triazolo[4,3-c]pyrimidin-8-yl)-[1,2,4]triazolo[1,5-a]pyridin-5-yl)propan-2-ol FC=1C=C(C=2N(C1C(C)(C)O)N=CN2)C=2C=1N(C(=NC2)NCC2=C(C=CC3=C2CCO3)F)C=NN1